(S)-(1-(2-butoxy-5-chlorobenzyl)pyrrolidin-3-yl)methanamine disuccinate C(CCC(=O)O)(=O)O.C(CCC(=O)O)(=O)O.C(CCC)OC1=C(CN2C[C@@H](CC2)CN)C=C(C=C1)Cl